CC1=C2C=CC(=CC2=C(C=C1)N1C(=C2CCCCC2=C1C1=CC=CC=C1)C)O 5-methyl-8-(1-methyl-3-phenyl-4,5,6,7-tetrahydro-2H-isoindol-2-yl)naphthalen-2-ol